tert-Butyl 4-(3-(hydroxymethyl)-4-(methoxycarbonyl)phenyl)piperazine-1-carboxylate OCC=1C=C(C=CC1C(=O)OC)N1CCN(CC1)C(=O)OC(C)(C)C